2-(4-chloro-1-isopropyl-1H-pyrazol-5-yl)-5-methoxy-N-((1-(1-methyl-4-(trifluoromethyl)-1H-imidazol-2-yl)-2-oxabicyclo[2.2.2]octan-4-yl)methyl)pyrimidin-4-amine ClC=1C=NN(C1C1=NC=C(C(=N1)NCC12COC(CC1)(CC2)C=2N(C=C(N2)C(F)(F)F)C)OC)C(C)C